ClC=1C=CC(=NC1)N1N=C(CC(C1=O)C(=O)OC)C1CC1 Methyl 2-(5-chloropyridin-2-yl)-6-cyclopropyl-3-oxo-2,3,4,5-tetrahydropyridazine-4-carboxylate